5-(2,8-dimethyl-1,2,3,4-tetrahydroisoquinolin-6-yl)-3-(1-isopropyl-1H-pyrazol-4-yloxy)pyrazin-2-amine CN1CC2=C(C=C(C=C2CC1)C=1N=C(C(=NC1)N)OC=1C=NN(C1)C(C)C)C